(5R,8S)-N-(4-chloro-3-(trifluoromethyl)phenyl)-6,7,8,9-tetrahydro-5H-5,8-epiminobenzo[7]annulene-10-carboxamide ClC1=C(C=C(C=C1)NC(=O)N1[C@@H]2CC[C@H]1CC1=C2C=CC=C1)C(F)(F)F